dichloroquinoline sodium [Na].ClC=1C(=NC2=CC=CC=C2C1)Cl